[C@@H]1([C@H](O)[C@@H](O)[C@H](O)[C@H](O1)CO)OC(CC(=O)OC(CC(CCCCCCC)O)=O)CCCCCCCCCCC O-[3-(β-D-Glucopyranosyloxy)tetradecanoyl]3-Hydroxydecanoic acid